CC1=CN(C(=O)NC1=O)[C@H]2C[C@@H]([C@H](O2)CO)[18F] 3'-deoxy-3'-18F-fluorothymidine